tert-butyl-(5-(2-((4-(3-(2,6-dimethylpyridin-4-yl)phenyl)thiazol-2-yl)carbamoyl)azetidine-1-carbonyl)phenyl)carbamate C(C)(C)(C)OC(NC1=CC=CC(=C1)C(=O)N1C(CC1)C(NC=1SC=C(N1)C1=CC(=CC=C1)C1=CC(=NC(=C1)C)C)=O)=O